Pyrrolo[2,3-d]Pyridazine-2-carboxamide N1C(=CC=2C1=CN=NC2)C(=O)N